C(=O)(OC(C)(C)C)N1C=CC2=C(C=CC=C12)Br 1-boc-4-bromoindole